methyl 2-(16,16,16-trifluorohexadecoxy)ethyl phosphate P(=O)(OC)(OCCOCCCCCCCCCCCCCCCC(F)(F)F)[O-]